(3-tertiary butyl-4-hydroxy-methylphenyl) propionate C(CC)(=O)OC1=C(C(=C(C=C1)O)C(C)(C)C)C